9-hexyl-7-(4-hexylthiophen-2-yl)-N,N-diphenyl-9H-carbazole-2-amine C(CCCCC)N1C2=CC(=CC=C2C=2C=CC(=CC12)N(C1=CC=CC=C1)C1=CC=CC=C1)C=1SC=C(C1)CCCCCC